1-[2-(1-piperidyl)-4-pyridyl]-N-[[2-(1-piperidyl)-4-pyridyl]methyl]methanamine N1(CCCCC1)C1=NC=CC(=C1)CNCC1=CC(=NC=C1)N1CCCCC1